((trans-2-(trifluoromethyl)cyclopropyl)methyl)-1H-pyrazole-5-carboxamide FC([C@H]1[C@@H](C1)CN1N=CC=C1C(=O)N)(F)F